C(CCCCCCC\C=C\C)=O (E)-9-undecenal